C(C)(C)(C)OC(=O)N1CCN(CC1)C=1C=NC(=CC1)NC=1N=CC2=C(N1)N(C(=C2)C(N(C)CCO)=O)C2CCCC2 4-(6-{7-cyclopentyl-6-[(2-hydroxyethyl)methyl-carbamoyl]-7H-pyrrolo[2,3-d]pyrimidin-2-ylamino}-pyridin-3-yl)piperazine-1-carboxylic acid tert-butyl ester